3-(2-chloro-4'-{3-oxo-2-azabicyclo[2.1.1]hexan-2-yl}-[1,1'-biphenyl]-3-yl)piperidine-2,6-dione ClC1=C(C=CC=C1C1C(NC(CC1)=O)=O)C1=CC=C(C=C1)N1C2CC(C1=O)C2